C(#N)C1=CC=C(C=N1)C1=CC=2C(=NC=C(C2NC(C)C)C(=O)NC[C@H](C(C)(C)O)F)S1 (R)-2-(6-cyanopyridin-3-yl)-N-(2-fluoro-3-hydroxy-3-methylbutyl)-4-(isopropylamino)thieno[2,3-b]pyridine-5-carboxamide